N1(CCC1)CCCCCCCCCC 10-(azetidin-1-yl)decane